ClC1=C(C=C(C(=O)NCC2=C3C=NNC3=CC=C2)C=C1)F 4-chloro-3-fluoro-N-(1H-indazol-4-ylmethyl)benzamide